FC=1C=C(C=C(C1F)F)NC(CCCCCCC)=O N-(3,4,5-trifluorophenyl)-octanamide